FC(C1=CN=C(S1)COC1=CC=CC(=N1)C1=CC(=C(CC2=NC3=C(N2C[C@H]2OCC2)C=C(C=C3)C(=O)O)C=C1F)F)F (S)-2-(4-(6-((5-(difluoromethyl)thiazol-2-yl)methoxy)pyridin-2-yl)-2,5-difluorobenzyl)-1-(oxetan-2-ylmethyl)-1H-benzo[d]imidazole-6-carboxylic acid